1-[2-(2,4,6-Trimethylphenyl)ethyl]pyrrolidine CC1=C(C(=CC(=C1)C)C)CCN1CCCC1